tert-butyl-1-(2-fluoro-6-methyl-benzoyl)-2-[4-(tetrahydropyran-4-yl-amino) phenyl]-2,3,4,4a,5,6,7,7a-octahydrocyclopenta[b]pyridine-3-carboxylate C(C)(C)(C)OC(=O)C1CC2C(N(C1C1=CC=C(C=C1)NC1CCOCC1)C(C1=C(C=CC=C1C)F)=O)CCC2